BrCCC\C=C/C(OCCCC)OCCCC (2Z)-6-bromo-1,1-dibutoxy-2-hexene